CC1(OC(C(C(O1)=O)C(C1=C(C=C(C=C1)C(F)(F)F)[N+](=O)[O-])=O)=O)C 2,2-dimethyl-5-(2-nitro-4-(trifluoromethyl)benzoyl)-1,3-dioxane-4,6-dione